2-((quinazoline-4-yl)amino)ethanol dimethyl-(4-(3-amino-6-(2,4-dimethylphenyl)pyrazine-2-carboxamido)phenylsulfonyl)methylphosphonate CC(S(=O)(=O)C1=CC=C(C=C1)NC(=O)C1=NC(=CN=C1N)C1=C(C=C(C=C1)C)C)(P(O)(O)=O)C.N1=CN=C(C2=CC=CC=C12)NCCO